COC(CC)(S(=O)(=O)[O-])C(C)C methoxy-1-isopropyl-1-propanesulfonate